NC1=C(C(=NC=N1)OC1=C(C=C(C=C1)NC(=O)C=1C(N(C=CC1)C1=CC=C(C=C1)C)=O)F)F N-(4-((6-amino-5-fluoropyrimidin-4-yl)oxy)-3-fluorophenyl)-2-oxo-1-(p-tolyl)-1,2-dihydropyridine-3-carboxamide